4-(((tert-Butyldimethylsilyl)oxy)methyl)-7-methyl-5-vinyl-1H-indole-1-carboxylic acid tert-butyl ester C(C)(C)(C)OC(=O)N1C=CC2=C(C(=CC(=C12)C)C=C)CO[Si](C)(C)C(C)(C)C